isopropyl 2-[6-[(1R)-1-(tert-butoxycarbonylamino)ethyl]-1-(cyclopropylmethyl)pyrrolo[2,3-b]pyridin-2-yl]-7-methoxy-1-methyl-benzimidazole-5-carboxylate C(C)(C)(C)OC(=O)N[C@H](C)C1=CC=C2C(=N1)N(C(=C2)C2=NC1=C(N2C)C(=CC(=C1)C(=O)OC(C)C)OC)CC1CC1